Cl.BrC=1C=C2C(=NN(C(C2=CC1)=O)CC(=O)N[C@H]1CNCCC1)C(C)C (R)-2-(6-bromo-4-isopropyl-1-oxophthalazin-2(1H)-yl)-N-(piperidin-3-yl)acetamide hydrochloride